C(C1CCC(CC1)N)C1CCC(CC1)N 4,4'-methylenebis(cyclohexane-1-amine)